C(C=CC)OCC=CC crotyl ether